Tert-Butyl N-[2-[2-[2-(4-amino-3-fluoro-butoxy)ethoxy]ethoxy]ethyl]carbamate NCC(CCOCCOCCOCCNC(OC(C)(C)C)=O)F